(1-Acetylpiperidin-3-yl)methyl methanesulfonate CS(=O)(=O)OCC1CN(CCC1)C(C)=O